FC=1C=C2C(=C(/C(/C2=CC1)=C/C1=CC=C(C=C1)N1C=CC=C1)C)CC(=O)O 2-[(1Z)-5-fluoro-2-methyl-1-{[4-(1H-pyrrol-1-yl)phenyl]methylidene}-1H-inden-3-yl]acetic acid